O1COC2=C1C=CC(=C2)NC2=NC(=NC=1C=NNC(C12)=O)N1CCC(CC1)CC#N 2-(1-(4-(benzo[d][1,3]dioxol-5-ylamino)-5-oxo-5,6-dihydropyrimido[4,5-d]pyridazin-2-yl)piperidin-4-yl)acetonitrile